sodium phosphocarbon P(=O)(=O)[C].[Na]